C(CCC)(=O)[O-].C(CCC)(=O)[O-].C(CCCCCCC)[Sn+2]CCCCCCCC dioctyltin dibutyrate